F[C@H]1[C@@H](CN(C1)C1=NC(=C2N=CN(C2=N1)C)NC=1C(=NN(C1)CCOCCONC)OC)NC(OCC[Si](C)(C)C)=O 2-trimethylsilylethyl N-[(3R,4R)-4-fluoro-1-[6-[[3-methoxy-1-[2-[2-(methylaminooxy)ethoxy]ethyl]pyrazol-4-yl]amino]-9-methyl-purin-2-yl]pyrrolidin-3-yl]carbamate